C(C)(C)(C)OC(=O)N1CC(C1)OC1=CC=C(C=C1)OC1=C(C=CC2=CC(=CC=C12)OC)C1=CC=C(C=C1)S(=O)(=O)C 3-(4-((6-methoxy-2-(4-(methylsulfonyl)phenyl)naphthalen-1-yl)oxy)phenoxy)azetidine-1-carboxylic acid tertiary Butyl ester